5-(3-{[(1S,4s)-4-aminocyclohexyl]amino}-4-chlorophenyl)-1,3,4-oxadiazol-2(3H)-one NC1CCC(CC1)NC=1C=C(C=CC1Cl)C1=NNC(O1)=O